CC=1C=C(C=CC1)OCC 3-Methyl-phenetole